FC=1C(=C(C2=C(OC(O2)(F)F)C1)F)OP(=O)=O.[Li] lithium difluoro(phospho)2,2-difluorobenzo[d][1,3]dioxol-5-ol